O1C(CCCC1)N1N=CC=C1C=1SC=C(N1)C(=O)O 2-(1-(tetrahydro-2H-pyran-2-yl)-1H-pyrazol-5-yl)thiazole-4-carboxylic acid